C(CO)NCCO iminodiethanol